3-acetamido-5-furancarboxylic acid C(C)(=O)NC1=COC(=C1)C(=O)O